2,4-bis(5-(aminomethyl)thiophen-2-yl)-3-oxo-cyclobutane NCC1=CC=C(S1)C1CC(C1=O)C=1SC(=CC1)CN